(1R,3s,5S)-8-(5-(5-fluoro-2-methylpyridin-4-yl)-1H-pyrazole-3-carbonyl)-N-((3R,6S)-1-methyl-6-(trifluoromethyl)piperidin-3-yl)-8-azabicyclo[3.2.1]octane-3-carboxamide FC=1C(=CC(=NC1)C)C1=CC(=NN1)C(=O)N1[C@H]2CC(C[C@@H]1CC2)C(=O)N[C@H]2CN([C@@H](CC2)C(F)(F)F)C